COC[C@@H](COCCC(=O)N1CCN(CC1)C=1SC(=CN1)C#N)NC=1C=NNC(C1C(F)(F)F)=O (S)-2-(4-(3-(3-Methoxy-2-((6-oxo-5-(trifluoromethyl)-1,6-dihydropyridazin-4-yl)amino)propoxy)propanoyl)piperazin-1-yl)thiazole-5-carbonitrile